CCCCCCC/C=C/C(=O)OCC The molecule is a fatty acid ethyl ester obtained by the formal condensation of trans-2-decenoic acid with ethanol. It has a role as a metabolite. It derives from a trans-2-decenoic acid.